FC(=CCC/C(=C/CC/C(=C/CC=1C(C(=C(C(C1C)=O)C)C)=O)/C)/C)F 2-((2E,6E)-11,11-difluoro-3,7-dimethylundeca-2,6,10-trien-1-yl)-3,5,6-trimethylcyclohexa-2,5-diene-1,4-dione